6-methyl-[4,4'-bipyridine]-3-carboxamide CC1=CC(=C(C=N1)C(=O)N)C1=CC=NC=C1